OC1=CC=C(C=C1C1=CC(=CC=C1O)C(=O)O)C(=O)O 6,6'-dihydroxyl-3,3'-biphenyl-dicarboxylic acid